methyl (3s,6s,9ar)-6-((tert-butoxycarbonyl) amino)-8-methyl-5-oxooctahydro-1H-pyrrolo[1,2-a]azepine-3-carboxylate C(C)(C)(C)OC(=O)N[C@H]1CC(C[C@@H]2N(C1=O)[C@@H](CC2)C(=O)OC)C